(2S)-6-amino-2-({[(9H-fluoren-9-yl)methoxy]carbonyl}amino)hexanoic acid NCCCC[C@@H](C(=O)O)NC(=O)OCC1C2=CC=CC=C2C=2C=CC=CC12